ClC=1C=NC(=C(C(=O)NC2CCC(CC2)CN2C(C(C3=CC=CC=C23)(O)C2=C(C=CC(=C2)C(F)(F)F)F)=O)C1)C(F)F 5-chloro-2-(difluoromethyl)-N-((1r,4r)-4-((3-(2-fluoro-5-(trifluoromethyl)phenyl)-3-hydroxy-2-oxoindolin-1-yl)methyl)cyclohexyl)nicotinamide